(S)-3-((6-fluoroquinolin-3-yl)(methyl)amino)pyrrolidine-1-carboxylic acid tert-butyl ester C(C)(C)(C)OC(=O)N1C[C@H](CC1)N(C)C=1C=NC2=CC=C(C=C2C1)F